CN1N=CC(=C1)C=1C=CC=2N(N1)C(=NN2)C(C)C=2C=C1C=CC=NC1=CC2 6-(1-(6-(1-Methyl-1H-Pyrazol-4-Yl)-[1,2,4]Triazolo[4,3-B]Pyridazin-3-Yl)Ethyl)Quinoline